FC1=CC(=C(C=C1F)F)F 2,3,5,6-tetrafluorobenzene